3-(3-chloro-4-fluorophenyl)-1-(isoxazol-3-yl)-1-((1,4,5,6-tetrahydrocyclopenta[c]pyrazol-3-yl)methyl)urea ClC=1C=C(C=CC1F)NC(N(CC=1C2=C(NN1)CCC2)C2=NOC=C2)=O